Norvalin N[C@@H](CCC)C(=O)O